C(C1=CC=CC=C1)OC[C@H]1OC[C@@H](CNC1)O[Si](C)(C)C(C)(C)C (2S,6R)-2-((benzyloxy)methyl)-6-((tert-butyldimethylsilyl)oxy)-1,4-oxazepane